ClC1=C(C(=CC=C1)Cl)N1C=2N(C3=C(C1=O)C=NC(=N3)NC3=CC=C(C=C3)N3C(CNCC3)=O)C=CN2 6-(2,6-dichlorophenyl)-2-{[4-(2-oxopiperazin-1-yl)phenyl]amino}imidazo[1,2-a]pyrimido[5,4-e]pyrimidin-5(6H)-one